N-(2-chloro-5-fluorophenyl)-N-{4-[2-(2,6-dichlorophenyl)acetamido]pyridin-2-yl}acetamide ClC1=C(C=C(C=C1)F)N(C(C)=O)C1=NC=CC(=C1)NC(CC1=C(C=CC=C1Cl)Cl)=O